CS(=O)(=O)N1CCC(CC1)C#C N-methylsulfonyl-4-ethynylpiperidine